N-[(1S)-5-[2-(2-aminopyridin-3-yl)-7-(azetidin-1-yl)-5-(pyrazol-1-yl)imidazo[4,5-b]pyridin-3-yl]-2,3-dihydro-1H-inden-1-yl]-3-formyl-4-hydroxybenzamide NC1=NC=CC=C1C1=NC=2C(=NC(=CC2N2CCC2)N2N=CC=C2)N1C=1C=C2CC[C@@H](C2=CC1)NC(C1=CC(=C(C=C1)O)C=O)=O